1-(5-methoxy-2-(1-methyl-1H-pyrazol-4-yl)-4-nitrophenyl)-4-(piperidin-4-ylmethyl)piperazine COC=1C(=CC(=C(C1)N1CCN(CC1)CC1CCNCC1)C=1C=NN(C1)C)[N+](=O)[O-]